C(C)OC(=O)C1=CC(=NN1)COC.C1(=CC=CC=C1)C1=NN=C(O1)NC(=O)C1=NC=CN=C1 N-(5-phenyl-1,3,4-oxadiazol-2-yl)pyrazine-2-carboxamide ethyl-3-(methoxymethyl)-1H-pyrazole-5-carboxylate